P(=O)(OC[N+]1=C(C(=CC=C1N)C1=CC(=NO1)CC1=CC=C(C=C1)OC1=NC(=CC=C1)F)N)(O)[O-] (2,6-diamino-3-(3-(4-((6-fluoropyridin-2-yl)oxy)benzyl)isoxazol-5-yl)pyridin-1-ium-1-yl)methyl hydrogen phosphate